FC1=CC=C(OCC2N(C3CC(C2)C3)CC3=CC=C(C=C3)OC)C=C1 3-(4-fluorophenoxymethyl)-2-[(4-methoxyphenyl)methyl]-2-azabicyclo[3.1.1]heptane